6-amino-7-fluoro-2H-1,4-benzoxazin-3(4H)-one NC=1C(=CC2=C(NC(CO2)=O)C1)F